ClC1=CC=C(CN2C(=NC=3N(C(N(C(C23)=O)CCCO)=O)C)C#CC(C)O)C=C1 (4-chlorobenzyl)-8-(3-hydroxybut-1-yn-1-yl)-1-(3-hydroxypropyl)-3-methyl-3,7-dihydro-1H-purine-2,6-dione